6-{4-[(3-cyanomorpholin-4-yl)methyl]phenyl}-4-{[(3S)-piperidin-3-yl]amino}pyrido[3,2-d]pyrimidine-8-carboxamide C(#N)C1N(CCOC1)CC1=CC=C(C=C1)C=1C=C(C=2N=CN=C(C2N1)N[C@@H]1CNCCC1)C(=O)N